[5-[6-(2,2-difluoro-1-methyl-ethoxy)-3-pyridyl]pyrazin-2-yl]hydrazine FC(C(OC1=CC=C(C=N1)C=1N=CC(=NC1)NN)C)F